1-(4-(2-(6-(1,1-Difluoroethyl)imidazo[1,2-a]pyrazin-3-yl)pyrimidin-4-yl)piperazin-1-yl)ethan-1-one FC(C)(F)C=1N=CC=2N(C1)C(=CN2)C2=NC=CC(=N2)N2CCN(CC2)C(C)=O